N-[(3R)-1-[(2R)-2-hydroxypropyl]piperidin-3-yl]-2-(8-isopropyl-5-oxothieno[3',2':4,5]pyrrolo[1,2-d][1,2,4]triazin-6(5H)-yl)acetamide O[C@@H](CN1C[C@@H](CCC1)NC(CN1N=C(N2C(C1=O)=CC1=C2SC=C1)C(C)C)=O)C